ClC=1C=C(C=CC1Cl)NC(=O)N1[C@H]2CC3=C(C=NC=C3F)[C@@H]1CC2 (6R,9S)-N-(3,4-dichlorophenyl)-4-fluoro-6,7,8,9-tetrahydro-5H-6,9-epiminocyclohepta[c]-pyridine-10-carboxamide